tert-butyl (4-(difluoromethoxy)-6-methylpyridin-3-yl)carbamate FC(OC1=C(C=NC(=C1)C)NC(OC(C)(C)C)=O)F